1-(4-bromophenyl)-6-(tert-butoxy)-5-fluoro-1H-pyrazolo[3,4-b]pyridine BrC1=CC=C(C=C1)N1N=CC=2C1=NC(=C(C2)F)OC(C)(C)C